C(C)OC(CC[N+]1=C(SC2=C1C=CC=C2)C)OCC 3-(3,3-diethoxypropyl)-2-methylbenzo[d]thiazol-3-ium